strontium (Z)-1-(bis(2-methoxyethyl)amino)-prop-1-en-2-olate COCCN(\C=C(\C)/[O-])CCOC.[Sr+2].COCCN(CCOC)\C=C(\C)/[O-]